6-methylhexanoate CCCCCCC(=O)[O-]